CN1C2=C(OCC1)N=CC(=C2C)NC2=C(C(NC=C2)=O)C(=O)NC2=CC=C(C=C2)N2CCN(CC2)C 4-((1,8-dimethyl-2,3-dihydro-1H-pyrido[2,3-b][1,4]oxazin-7-yl)amino)-N-(4-(4-methylpiperazin-1-yl)phenyl)-2-oxo-1,2-dihydropyridine-3-carboxamide